C(C)(C)N1OC(C2C1C(CC(C2)(C)C2=NC(=CC=C2)OC)C)(C)C 1-isopropyl-5-(6-methoxypyridin-2-yl)-3,3,5,7-tetramethyl-octahydrobenzo[c]isoxazole